4-fluorotetrahydrofuran-3-yl 4-nitrobenzoate [N+](=O)([O-])C1=CC=C(C(=O)OC2COCC2F)C=C1